CC(CC/C=C(/C)\\CC/C=C(\\C)/CC/C=C(\\C)/CCC=C(C)C)CCOP(=O)([O-])O[C@@H]1[C@@H]([C@H]([C@@H]([C@H](O1)CO)O)O)NC(=O)C The molecule is the conjugate base of dolichyl N-acetyl-alpha-D-glucosaminyl phosphate arising from deprotonation of the phosphate OH group; major species at pH 7.3. It is a conjugate base of a dolichyl N-acetyl-alpha-D-glucosaminyl phosphate.